2-(3-{1-[(3S)-2-azabicyclo[2.2.2]octane-3-carbonyl]azocan-5-yl}-1H-pyrrolo[2,3-c]pyridin-1-yl)-5-fluoro-N-methyl-N-(propan-2-yl)benzamide C12N[C@@H](C(CC1)CC2)C(=O)N2CCCC(CCC2)C2=CN(C1=CN=CC=C12)C1=C(C(=O)N(C(C)C)C)C=C(C=C1)F